FC(OC=1C=CC(=NC1)N1C=C(C(C2=CC(=C(C(=C12)Cl)N1CC(C1)O)F)=O)C(=O)O)(F)F 1-(5-trifluoromethoxy-2-pyridyl)-8-chloro-6-fluoro-1,4-dihydro-7-(3-hydroxyazetidinyl)-4-oxo-3-quinolinecarboxylic acid